4-(4-cyclopropyl-1-methyl-1H-imidazol-2-yl)phenol C1(CC1)C=1N=C(N(C1)C)C1=CC=C(C=C1)O